NC1=NC2=CC=C(C=C2C=C1C)C(=O)N(N(C1=NC=CC=N1)C)CC1=CC=C(C=N1)C=1C=NC(=CC1)N(C)CCO 2-amino-N-((6'-((2-hydroxyethyl)(methyl)amino)-[3,3'-bipyridyl]-6-yl)methyl)-N',3-dimethyl-N'-(pyrimidin-2-yl)quinoline-6-carbohydrazide